ClC=1C=C(C=CC1OC1=C(C(=NC=C1)N1CC(C1)OCC)F)N1N=CN(C1=O)CC1=C(C=CC=C1F)F 2-(3-chloro-4-((2-(3-ethoxyazetidin-1-yl)-3-fluoropyridin-4-yl)oxy)phenyl)-4-(2,6-difluorobenzyl)-2,4-dihydro-3H-1,2,4-triazol-3-one